C=C1C2C=CC(C1)(C2(C)C)C methylene-2-bornene